2-(4-cyclopropyl-6-methoxypyrimidin-5-yl)-4-(4-(1-ethyl-3-(trifluoromethyl)-1H-1,2,4-triazol-5-yl)benzyl)-6,7-dihydropyrazolo[1,5-a]pyrimidin-5(4H)-one C1(CC1)C1=NC=NC(=C1C1=NN2C(N(C(CC2)=O)CC2=CC=C(C=C2)C2=NC(=NN2CC)C(F)(F)F)=C1)OC